(2S)-1-(5-bromo-2-nitropyridin-3-yl)-2-methyl-hexahydropyrazine magnesium [Mg].BrC=1C=C(C(=NC1)[N+](=O)[O-])N1[C@H](CNCC1)C